ON(CC1=CC=CC=C1)C(C=1OC=CC1)P(C1=CC=CC=C1)(C1=CC=CC=C1)=O (((hydroxy)benzylamino)(2-furanyl)methyl)diphenylphosphine oxide